(cyclopentadienyl)(1,5-dimethyl-indenyl)zirconium C1(C=CC=C1)[Zr]C=1C(C2=CC=C(C=C2C1)C)C